5-(cyclopropylmethyl)-2-(2-(cyclopropylmethyl)-2H-indazol-5-yl)-4-(6-cyclopropylpyridin-3-yl)-3-oxo-3,5-dihydro-2H-pyrrolo[3,2-c]pyridazine-7-carbonitrile C1(CC1)CN1C=C(C2=NN(C(C(=C21)C=2C=NC(=CC2)C2CC2)=O)C2=CC1=CN(N=C1C=C2)CC2CC2)C#N